N-(3-(pyrazino[1',2':1,5]pyrazolo[4,3-c][1,6]naphthyridin-6-ylamino)phenyl)acetamide C1=C2C=3C(C(=NC2=CC=N1)NC=1C=C(C=CC1)NC(C)=O)=C1N(N3)C=CN=C1